11-(2,4-difluorophenyl)-8-(7-oxo-3,9-diazabicyclo[3.3.1]nonan-3-yl)-10-(trifluoromethyl)-3,4-dihydro-2H,6H-[1,4]oxazepino[2,3,4-ij]quinazolin-6-one FC1=C(C=CC(=C1)F)C1=C(C=C2C(=NC(N3C2=C1OCCC3)=O)N3CC1CC(CC(C3)N1)=O)C(F)(F)F